((3R,5R)-adamantan-1-yl)-4-(2-aminoethyl)benzenesulfonamide C12(CC3CC(CC(C1)C3)C2)C2=C(C=CC(=C2)CCN)S(=O)(=O)N